6-cyclobutyl-2,4-diaminopyrimidine C1(CCC1)C1=CC(=NC(=N1)N)N